3-chloro-5-(tri-fluoromethylsulfanyl)benzaldehyde ClC=1C=C(C=O)C=C(C1)SC(F)(F)F